Indium-Zinc-Tin-Oxide [Sn]=O.[Zn].[In]